Racemic-3-(3-cyano-4-fluorophenyl)-1-(8,9-difluoro-3-(2-hydroxyethyl)-6-oxo-1,2,3,4,5,6-hexahydrobenzo[c][1,7]naphthyridin-1-yl)-1-methylurea C(#N)C=1C=C(C=CC1F)NC(N(C)[C@@H]1C=2C3=C(C(NC2CN(C1)CCO)=O)C=C(C(=C3)F)F)=O |r|